ICC1CC[C@H]2CN(C[C@H]21)C(=O)OC(C)(C)C Tert-butyl (3aR,6aR)-4-(iodomethyl)-3,3a,4,5,6,6a-hexahydro-1H-cyclopenta[c]pyrrole-2-carboxylate